ClC1=C(C=CC=C1)CC(=O)NC1=CC(=C(C=C1)N1N=CC(=C1)C)S(NCC1=C(C=C(C=C1)OC)OC)(=O)=O (2-chlorophenyl)-N-{3-[(2,4-dimethoxybenzyl)sulfamoyl]-4-(4-methyl-1H-pyrazol-1-yl)phenyl}acetamide